C1(CC1)C1=C(C(=NO1)C1=C(C=CC=C1Cl)Cl)CO[C@H]1[C@@H]2CN([C@H](C1)C2)C2=C(C=C(C(=O)NCCP(O)(O)=O)C=C2)C 2-(4-((1S,4S,5R)-5-((5-cyclopropyl-3-(2,6-dichlorophenyl)isoxazol-4-yl)methoxy)-2-azabicyclo[2.2.1]heptan-2-yl)-3-methylbenzamido)ethylphosphonic acid